C(C)(=O)OCC\C=C/C=CCCCCCCCC (Z)-3,5-Tetradecadienyl acetate